C(CCCCCCCCC=C)(=O)C1(C[C@H](N)C(=O)O)CC=CC=C1 1-Undecylenoyl-Phenylalanine